E-2-(4-chlorophenyl)vinylboronic acid ClC1=CC=C(C=C1)/C=C/B(O)O